C(C)C(C(C(=O)O)C)C1=CC(=CC=C1)OC beta-ethyl-alpha-methyl-3-(methoxy)benzenepropionic acid